ClC=1C(=NC=C(C1)Cl)OC[C@H](C)NC1=NC(=NC(=C1Cl)C(F)F)C (S)-N-(1-((3,5-dichloropyridin-2-yl)oxy)propan-2-yl)-5-chloro-2-methyl-6-difluoromethylpyrimidin-4-amine